N1N=NC2=C1C=CC(=C2)CN2C(C1=CC=CC=C1C2=O)CC2=C(C=NN2C)C#N 5-((2-((1H-benzo[d][1,2,3]triazol-5-yl)methyl)-3-oxoisoindolin-1-yl)methyl)-1-methyl-1H-pyrazole-4-carbonitrile